N1,N4-bis(4-((1-methylpiperidin-4-yl)amino)phenyl)terephthalamide CN1CCC(CC1)NC1=CC=C(C=C1)NC(C1=CC=C(C(=O)NC2=CC=C(C=C2)NC2CCN(CC2)C)C=C1)=O